methyl 6-[6-(difluoromethyl) pyridin-3-yl]-2-(1-methyl-1H-pyrazol-4-yl)-3-oxo-2,3-dihydropyridazine-4-carboxylate FC(C1=CC=C(C=N1)C=1C=C(C(N(N1)C=1C=NN(C1)C)=O)C(=O)OC)F